C(C)(C)C1=NN=C(O1)C(=O)N1[C@@H](C2=C(CC1)NC=N2)C2=NN1C(C(=CC=C1)C)=C2 (S)-(5-isopropyl-1,3,4-oxadiazol-2-yl)(4-(4-methylpyrazolo[1,5-a]pyridin-2-yl)-6,7-dihydro-1H-imidazo[4,5-c]pyridin-5(4H)-yl)methanone